ClC1=CC=C2C(CCC(C2=C1)(C)C)=C 7-chloro-1,1-dimethyl-4-methylene-1,2,3,4-tetrahydronaphthalene